ClC1=CC=CC(=C1\C=C/1\ON(OS1)CCCCCCC(=O)NO)OC (Z)-7-(5-(6-chloro-2-methoxybenzylidene)-2,4-dioxathiazolidin-3-yl)-N-hydroxyheptanamide